ClC1=C2C(=NC=C1C=1C=C(C=CC1)N1C(CN(CC1)C(CCCCCCOC1=C3CN(C(C3=CC=C1)=O)C1C(NC(CC1)=O)=O)=O)=O)NC=C2CC 3-(4-((7-(4-(3-(4-chloro-3-ethyl-1H-pyrrolo[2,3-b]pyridin-5-yl)phenyl)-3-oxopiperazin-1-yl)-7-oxoheptyl)oxy)-1-oxoisoindolin-2-yl)piperidine-2,6-dione